FC1=C(C=CC(=C1)C(F)(F)F)C1(CC1)C(=O)NC=1C=CC(=C(C(=O)OC)C1)C=1SC(=CC1)C(F)(F)F Methyl 5-[({1-[2-fluoro-4-(trifluoromethyl) phenyl]cyclopropyl}carbonyl) amino]-2-[5-(trifluoromethyl)-2-thienyl]benzoate